C(C1=CC=CC=C1)OCC1CCN(CC1)C1=C(C2=C(N(C(N2C)=O)C2C(NC(CC2)=O)=O)C=C1)F 3-(5-(4-((benzyloxy)methyl)piperidin-1-yl)-4-fluoro-3-methyl-2-oxo-2,3-dihydro-1H-benzo[d]imidazol-1-yl)piperidine-2,6-dione